1,1-dioxo-N-(2-{5-[5-(trifluoromethyl)-1,2,4-oxadiazol-3-yl]pyridin-2-yl}-1-[3-(trifluoromethyl)phenyl]ethyl)-1lambda~6~-thiane-4-carboxamide O=S1(CCC(CC1)C(=O)NC(CC1=NC=C(C=C1)C1=NOC(=N1)C(F)(F)F)C1=CC(=CC=C1)C(F)(F)F)=O